4,4-difluoro-5-phenyl-4-bora-3a,4a-diaza-s-indacene-3-propionic acid [B-]1(N2C(=CC=C2CCC(=O)O)C=C3[N+]1=C(C=C3)C4=CC=CC=C4)(F)F